4-[cyclopropyl-[4-(5,6,7,8-tetrahydro-1,8-naphthyridin-2-yl)butyl]amino]-2-[[1-(pyrazin-2-ylmethyl)pyrrolidine-2-carbonyl]amino]butanoic acid C1(CC1)N(CCC(C(=O)O)NC(=O)C1N(CCC1)CC1=NC=CN=C1)CCCCC1=NC=2NCCCC2C=C1